N-(5-((4-((tert-butyldimethylsilyl)oxy)bicyclo(2.2.2)octan-1-yl)methoxy)-1,3,4-thiadiazol-2-yl)-2'-chloro-5'-methoxy-6-methyl-(4,4'-bipyridine)-3-carboxamide [Si](C)(C)(C(C)(C)C)OC12CCC(CC1)(CC2)COC2=NN=C(S2)NC(=O)C=2C=NC(=CC2C2=CC(=NC=C2OC)Cl)C